ClC1=CC=C(C=C1)NCC#CC=1N(C2=CC=CC=C2C1)CC 2-{3-[(4-Chlorophenyl)amino]prop-1-yn-1-yl}-1-ethyl-1H-indol